(S)-6-((4-((2-hydroxy-1-phenylethyl)amino)-5-(3-(quinuclidin-4-yl)-1,2,4-oxadiazol-5-yl)pyrimidin-2-yl)amino)-1-methyl-1,2-dihydro-3H-pyrazolo[3,4-b]pyridin-3-one OC[C@H](C1=CC=CC=C1)NC1=NC(=NC=C1C1=NC(=NO1)C12CCN(CC1)CC2)NC2=CC=C1C(=N2)N(NC1=O)C